Cl.CN(C)CCC=C1C2=CC=CC=C2C(C=2C=CC=CC12)(C)C N,N-dimethyl-3-(10,10-dimethyl-9,10-dihydro-9-anthracenylidene)-1-propylamine hydrochloride